phenyliodine (III) diacetate C(C)(=O)[O-].C(C)(=O)[O-].C1(=CC=CC=C1)[I+2]